2',4'-dimethoxy-2-methyl-4,5'-bipyrimidin COC1=NC=C(C(=N1)OC)C1=NC(=NC=C1)C